C(C)(=O)N1[C@H](CN(CC1)C(=O)OC(C)(C)C)CC Tert-butyl (S)-4-(acetyl)-3-ethylpiperazine-1-carboxylate